4-Chloro-2-methylquinoline-7-carboxylic acid ClC1=CC(=NC2=CC(=CC=C12)C(=O)O)C